C1(CC1)C(C(C(=O)OCC)C1=C(C(N(C=C1)C)=O)[N+](=O)[O-])=O ethyl 3-cyclopropyl-2-(1-methyl-3-nitro-2-oxo-1,2-dihydropyridin-4-yl)-3-oxopropanoate